9-oxa-2,6-diazaspiro[4.5]decane-2-carboxylate C1N(CCC12NCCOC2)C(=O)[O-]